Oxothian O=C1SCCCC1